FC(OC1=CC=C(C=C1)C1=NNC=N1)(F)F 3-[4-(trifluoromethoxy)phenyl]-1H-1,2,4-triazol